[Cl-].C(#N)C=1C(=C(C=CC1)C1=NN2C(C[NH2+]CC2)=C1C1=CC=NC=C1)F 2-(3-cyano-2-fluorophenyl)-3-(pyridin-4-yl)-4,5,6,7-tetrahydropyrazolo[1,5-a]pyrazin-5-ium chloride